(3R,11S)-3,11-dimethyl-10-oxa-6-fluoro-2,13,16,17,21-pentaazatetracyclo[13.5.2.04,9.018,22]Docosane-1(20),4,6,8,15,18,21-heptaen-14-one C[C@H]1NC2=CC=C3NN=C(C(NC[C@@H](OC4=CC=C(C=C14)F)C)=O)C3=N2